C1(=CC=CC=C1)C1=C(C(=C(C=C1)C1=CC=CC=2OC3=C(C21)C=CC=C3)C3=NN=NC=C3)C3=C(C=CC=C3)C3=CC=CC=C3 [(phenyl)(biphenylyl)triazinylphenyl]dibenzofuran